FC=1C=C(C=C(C1)F)[C@@H]1N(OCC1)C1=CC(=NC=N1)NC1=CC(=CC(=C1)N1CCC(CC1)N1CCOCC1)S(=O)(=O)C (R)-6-(3-(3,5-difluorophenyl)isooxazolidin-2-yl)-N-(3-(methylsulfonyl)-5-(4-morpholinopiperidine-1-yl)phenyl)pyrimidin-4-amine